Methyl 6-bromo-1-methyl-7-(naphthalen-1-ylmethyl)-5-oxo-8-(3-(trifluoromethyl)phenyl)-1,2,3,5-tetrahydroimidazo[1,2-a]pyridine-3-carboxylate BrC1=C(C(=C2N(C1=O)C(CN2C)C(=O)OC)C2=CC(=CC=C2)C(F)(F)F)CC2=CC=CC1=CC=CC=C21